FC=1C=C(C=CC1)C1=NN=C(S1)N (3-fluorophenyl)-1,3,4-thiadiazole-2-amine